FC1=C(C=CC=C1)N1CCC(CC1)OC[C@@]1(NCCC[C@H]1NS(=O)(=O)C)C(=O)C1COC1 N-(cis-2-(((1-(2-fluorophenyl)piperidin-4-yl)oxy)methyl)-2-(oxetan-3-ylcarbonyl)piperidin-3-yl)methanesulfonamide